(R)-6-(5-methoxy-4-((2-(4-methyl-1-oxo-1,3-dihydroisobenzofuran-5-yl)morpholino)methyl)-1H-pyrazol-1-yl)-4-methyl-nicotinonitrile COC1=C(C=NN1C1=NC=C(C#N)C(=C1)C)CN1C[C@H](OCC1)C=1C(=C2COC(C2=CC1)=O)C